(2R,3R,4R,5S)-3,4,5-tris(benzyloxy)-2-methyl-1-(((R)-1-(o-tolyl)piperidin-3-yl)methyl)piperidine C(C1=CC=CC=C1)O[C@@H]1[C@H](N(C[C@@H]([C@H]1OCC1=CC=CC=C1)OCC1=CC=CC=C1)C[C@@H]1CN(CCC1)C1=C(C=CC=C1)C)C